methyl 1-(4-(3,4-dichlorophenyl)thiazol-2-yl)-3-methyl-4-(2-(methylsulfonamido) benzyl)-1H-pyrazole-5-carboxylate ClC=1C=C(C=CC1Cl)C=1N=C(SC1)N1N=C(C(=C1C(=O)OC)CC1=C(C=CC=C1)NS(=O)(=O)C)C